Leucyl-Tryptophan N[C@@H](CC(C)C)C(=O)N[C@@H](CC1=CNC2=CC=CC=C12)C(=O)O